FC1=C(C=C(C(=C1)OC)F)C(C)C 1,4-difluoro-2-isopropyl-5-methoxybenzene